CC=1N=C(SC1)C=O (4-methyl-1,3-thiazol-2-yl)methanone